Selenoglucose [Se]=C[C@H](O)[C@@H](O)[C@H](O)[C@H](O)CO